CN1C([C@H](OC(N2CCC3(OC(NC=4N=CC(/C=C/COCCOCC1)=CC34)=O)CC2)=O)CC=2C=C3C=NNC3=C(C2)C)=O (7R,17E)-9-methyl-7-[(7-methyl-1H-indazol-5-yl)methyl]-6,12,15,25-tetraoxa-4,9,21,23-tetrazatetracyclo[17.6.2.21,4.022,26]nonacosa-17,19(27),20,22(26)-tetraene-5,8,24-trione